C1C[C@H]([NH2+]C1)C(=O)NCC(=O)[O-] The molecule is the zwitterion of L-prolinylglycine resulting from the transfer of a proton from the hydroxy group of glycine to the amino group of proline. Major microspecies at pH 7.3. It is a tautomer of a L-prolylglycine.